N-(3-cyano-4-(6-(6-((6-methoxypyridin-3-yl)methyl)-3,6-diazabicyclo[3.1.1]heptan-3-yl)pyridin-3-yl)pyrazolo[1,5-a]pyridin-6-yl)-2-hydroxy-2-methylpropanoic acid amide C(#N)C=1C=NN2C1C(=CC(=C2)NC(C(C)(C)O)=O)C=2C=NC(=CC2)N2CC1N(C(C2)C1)CC=1C=NC(=CC1)OC